NC1=NNC2=CC=CC(=C12)C=1C=C2C=CC=C(C2=CC1)C(=O)NC1=CC(=C(C=C1)C)F 6-(3-amino-1H-indazol-4-yl)-N-(3-fluoro-4-methylphenyl)-1-naphthalenamide